2-(tert-butyl)-1'-(2-(isopropylamino)quinoline-7-carbonyl)-5H-spiro[benzo[d]thiazole-6,4'-piperidin]-4(7H)-one C(C)(C)(C)C=1SC2=C(N1)C(CC1(CCN(CC1)C(=O)C1=CC=C3C=CC(=NC3=C1)NC(C)C)C2)=O